7-Cyclopropyl-3,4-dihydroquinolin-2(1H)-one C1(CC1)C1=CC=C2CCC(NC2=C1)=O